C(CCCC)N1C=C(C2=CC=CC=C12)CC1=CC=C(C2=CC=CC=C12)OC 1-pentyl-1H-indol-3-yl-(4-methoxy-1-naphthyl)methane